FC(C(=O)N1CC(C1)N1N=C(C=2C1=NC=CC2)C#CC2=C(C=CC=C2)F)=C 2-fluoro-1-(3-(3-((2-fluorophenyl)ethynyl)-1H-pyrazolo[3,4-b]pyridin-1-yl)azetidin-1-yl)prop-2-en-1-one